ClC1=NC=C(C(=C1)C1=C(C=NC(=C1)C)C(=O)NC1=NN2C(S1)=NC(=C2)C(=O)O)OC 2-(2'-chloro-5'-methoxy-6-methyl-[4,4'-bipyridine]-3-carboxamido)imidazo[2,1-b][1,3,4]thiadiazole-6-carboxylic acid